Methyl 5-(2-(isoxazol-4-yl)ethyl)-1-methyl-4,5,6,7-tetrahydro-1H-imidazo[4,5-c]pyridine-2-carboxylate O1N=CC(=C1)CCN1CC2=C(CC1)N(C(=N2)C(=O)OC)C